C(CCC)[Sn]([Sn](CCCC)(CCCC)CCCC)(CCCC)CCCC 1,1,1,2,2,2-hexabutyldistannane